(5S,8S)-5-fluoro-8-hydroxy-N-(2,3,4-trifluorobenzyl)-5,6,7,8-tetrahydroquinoline-5-carboxamide F[C@@]1(C=2C=CC=NC2[C@H](CC1)O)C(=O)NCC1=C(C(=C(C=C1)F)F)F